tert-butyl (E)-(4-((4-carbamoyl-2-nitrophenyl)amino)but-2-en-1-yl)carbamate C(N)(=O)C1=CC(=C(C=C1)NC/C=C/CNC(OC(C)(C)C)=O)[N+](=O)[O-]